CN1C=NC=C1CC#C 1-methyl-5-propargyl-imidazole